(S)-5-(5-(5-chloro-1-methyl-2-oxo-1,2-dihydropyridin-3-yl)-6-(4-chlorophenyl)-1-isopropyl-4-oxo-1,4,5,6-tetrahydropyrrolo[3,4-d]imidazol-2-yl)-6-methoxy-N-methylnicotinamide ClC=1C=C(C(N(C1)C)=O)N1[C@H](C=2N(C(=NC2C1=O)C=1C(=NC=C(C(=O)NC)C1)OC)C(C)C)C1=CC=C(C=C1)Cl